C(C)(=O)O[C@@H]1COC2=C1C=C(C=C2S(NC2=C(C(=C(C=C2)F)C=2C=C1C=NC(=NC1=CC2)NC2CCN(CC2)C)F)(=O)=O)Cl (3S)-5-chloro-7-[(2,4-difluoro-3-{2-[(1-methylpiperidin-4-yl) amino] quinazolin-6-yl}phenyl) sulfamoyl]-2,3-dihydro-1-benzofuran-3-yl acetate